CN1C(C(=CC(=C1)C1=CC2=C(N=C(N2CCC(F)(F)F)C2CCOCC2)C=C1)C)=O 1,3-dimethyl-5-[2-tetrahydropyran-4-yl-3-(3,3,3-trifluoropropyl)benzimidazol-5-yl]pyridin-2-one